4-chloro-N-((3r,4s)-3-methyl-1-(methylsulfonyl)piperidin-4-yl)-5-(trifluoromethyl)pyrimidin-2-amine ClC1=NC(=NC=C1C(F)(F)F)N[C@@H]1[C@@H](CN(CC1)S(=O)(=O)C)C